FC=1C(=NC=C2C=C(C(NC12)=O)C)CO 8-fluoro-7-(hydroxymethyl)-3-methyl-1H-1,6-naphthyridin-2-one